O1C(CCCC1)OC1=CC=C(C=C1)O 4-[(tetrahydro-2H-pyran-2-yl)oxy]phenol